4-(Benzofuran-2-yl)-N-((2,4-dioxo-1,3-diazaspiro[4.4]nonane-6-yl)methyl)benzenesulfonamide O1C(=CC2=C1C=CC=C2)C2=CC=C(C=C2)S(=O)(=O)NCC2C1(C(NC(N1)=O)=O)CCC2